2-Tert-butyl-5-pentan-2-ylbenzene-1,3-diol C(C)(C)(C)C1=C(C=C(C=C1O)C(C)CCC)O